CC1=C(C2=C(N=CN=C2NC2(CC2)C)O1)C(=O)N1CC(CC1)C=1C=NN(C1)C 6-methyl-5-[3-(1-methyl-1H-pyrazol-4-yl)pyrrolidine-1-carbonyl]-N-(1-methylcyclopropyl)furo[2,3-d]pyrimidin-4-amine